N[C@H]1CS(C2=C(N(C1=O)CC1=CC=C(C=C1)Cl)C=C(C(=C2)F)C=2OC(=NN2)NC2CCC2)(=O)=O (3R)-3-amino-5-[(4-chlorophenyl)methyl]-7-[5-(cyclobutylamino)-1,3,4-oxadiazol-2-yl]-8-fluoro-1,1-dioxo-2,3-dihydro-1lambda6,5-benzothiazepin-4-one